(S)-3-((3-(ethoxymethyl)-3-phenethylpyrrolidin-1-yl)methyl)-2,6-dimethylpyridine C(C)OC[C@@]1(CN(CC1)CC=1C(=NC(=CC1)C)C)CCC1=CC=CC=C1